CC1(NC2=CC(=CC=C2C=C1)C1=NC=CC=C1)C 2,2-dimethyl-7-(pyridin-2-yl)-1,2-dihydroquinoline